ClC1=C(C=C(C(=N1)I)OC1CCC(C1N1C=C(C(C=C1)=O)C(=O)O)(C)C)OCCCOC 1-[5-[[6-chloro-2-iodo-5-(3-methoxypropoxy)-3-pyridinyl]oxy]-2,2-dimethyl-cyclopentyl]-4-oxo-pyridine-3-carboxylic acid